deoxyribulose CC(=O)[C@@H]([C@@H](CO)O)O